8-(3-(2-morpholinylethoxy)phenyl)-N-(4-morpholinylphenyl)pyrido[3,4-d]pyrimidin-2-amine N1(CCOCC1)CCOC=1C=C(C=CC1)C1=NC=CC2=C1N=C(N=C2)NC2=CC=C(C=C2)N2CCOCC2